COC(=O)C1C(C2=CC=CC(=C2CC1)Br)=O 5-bromo-1-oxo-1,2,3,4-tetrahydronaphthalene-2-carboxylic acid methyl ester